2-(3-methanesulfonyloxetan-3-yl)pyrimidin-5-ol CS(=O)(=O)C1(COC1)C1=NC=C(C=N1)O